C(N)(OC1=CC(=C(C(=C1)C)CC1=CC=C2C(=N1)C(=CN2S(=O)(=O)C2=CC=C(C=C2)C)C(C)C)C)=O [4-[[3-isopropyl-1-(p-tolylsulfonyl)pyrrolo[3,2-b]pyridin-5-yl]methyl]-3,5-dimethyl-phenyl] carbamate